C(CCCCCCC)C1(C2=CC(=CC=C2C=2C=CC(=CC12)B(O)O)B(O)O)CCCCCCCC 9,9-dioctyl-fluorene-2,7-diboronic acid